1,3-di(dodecyloxy)benzene C(CCCCCCCCCCC)OC1=CC(=CC=C1)OCCCCCCCCCCCC